C(C)(C)(C)OC(=O)C=1C(=C(C=CC1)C[C@@H](Cl)B(O)O)OC [(1S)-2-(3-tert-butoxycarbonyl-2-methoxy-phenyl)-1-chloro-ethyl]boronic acid